3-(Piperazin-1-yl)piperidine-2,6-dione TFA salt OC(=O)C(F)(F)F.N1(CCNCC1)C1C(NC(CC1)=O)=O